((5-methoxy-2-methylpyrimidin-4-yl)amino)-6-((1R,2S)-1'-methyl-2'-oxospiro[cyclopropane-1,3'-indoline]-2-yl)-1H-indazole-1-carboxylic acid tert-butyl ester C(C)(C)(C)OC(=O)N1N=C(C2=CC=C(C=C12)[C@@H]1C[C@@]12C(N(C1=CC=CC=C21)C)=O)NC2=NC(=NC=C2OC)C